5-methyl-pyrazine-2,3-dicarboxylic acid CC=1N=C(C(=NC1)C(=O)O)C(=O)O